methoxy-N-propyl-N-allyltryptamine COC(N(CC=C)CCC)CC1=CNC2=CC=CC=C12